BrC=1C=C2C(=NC=NN2C1)N1CCN(CC1)C1=NC=C(C=N1)[C@@](C)(N)C1=CC=C(C=C1)F (S)-1-(2-(4-(6-bromopyrrolo[2,1-f][1,2,4]triazin-4-yl)piperazin-1-yl)pyrimidin-5-yl)-1-(4-fluorophenyl)ethan-1-amine